CN1CN(C2=C1C=CC=C2)C 1,3-dimethylbenzimidazol